sodium Bis(2-methoxyethoxy)Aluminum Hydride COCCO[AlH]OCCOC.[Na]